1-((R)-1-(2-(5-((R)-3-aminopiperidine-1-carbonyl)-1-cyclopropyl-7-methoxy-1H-benzo[d]imidazol-2-yl)-1-(cyclopropylmethyl)-1H-pyrrolo[2,3-b]pyridin-6-yl)ethyl)pyrrolidin-2-one N[C@H]1CN(CCC1)C(=O)C1=CC2=C(N(C(=N2)C2=CC=3C(=NC(=CC3)[C@@H](C)N3C(CCC3)=O)N2CC2CC2)C2CC2)C(=C1)OC